OC(CN(CCCCC(=O)OCCN1CCN(CC1)CCSSCCCN(CC(CCCCCC\C=C/C\C=C/CCCCC)O)CC(CCCCCC\C=C/C\C=C/CCCCC)O)CC(CCCCCCCCCCCC)O)CCCCCCCCCCCC 2-(4-(2-((3-(Bis((9Z,12Z)-2-hydroxyoctadeca-9,12-dien-1-yl)amino)propyl)disulfaneyl)ethyl)piperazin-1-yl)ethyl 5-(bis(2-hydroxytetradecyl)amino)pentanoate